(2R,3R,4S,5S)-2-(4-Amino-7H-pyrrolo[2,3-d]pyrimidin-7-yl)-5-((((4-methyl-6-phenylpyrimidin-5-yl)methyl)thio)methyl)tetrahydrofuran-3,4-diol NC=1C2=C(N=CN1)N(C=C2)[C@@H]2O[C@@H]([C@H]([C@H]2O)O)CSCC=2C(=NC=NC2C2=CC=CC=C2)C